2,5-dimethyl-2,5-di-(tert-butylperoxy)-3-hexyne CC(C)(C#CC(C)(OOC(C)(C)C)C)OOC(C)(C)C